C12(CC(C1)(C2)COCCC#N)COCCC#N 3,3'-((bicyclo[1.1.1]pentane-1,3-diylbis(methylene))bis(oxy))dipropanenitrile